N-[(4,5-difluoro-1H-benzimidazol-2-yl)methyl]-2-(morpholin-4-yl)-8-(1,3-thiazol-5-yl)pyrazolo[1,5-a][1,3,5]triazin-4-amine FC1=C(C=CC=2NC(=NC21)CNC2=NC(=NC=1N2N=CC1C1=CN=CS1)N1CCOCC1)F